2-((trans)-2-(4-(3-fluorobenzyloxy)phenyl)cyclopropylamino)-1-(4-methylpiperazin-1-yl)ethanone FC=1C=C(COC2=CC=C(C=C2)[C@H]2[C@@H](C2)NCC(=O)N2CCN(CC2)C)C=CC1